ClC1=CC=C(C2=C1C=CO2)COC2=NC(=NC=C2F)C2=CCC(CC2)CC(=O)O (4-(4-((4-chlorobenzofuran-7-yl)methoxy)-5-fluoropyrimidin-2-yl)cyclohex-3-en-1-yl)acetic acid